S'-((1,3,5-triazinane-1,3,5-triyl) tris(propane-3,1-diyl)) tris(4-methoxybenzenethiosulfonate) COC1=CC=C(C=C1)S(=O)(OCCCN1CN(CN(C1)CCCOS(=O)(=S)C1=CC=C(C=C1)OC)CCCOS(=O)(=S)C1=CC=C(C=C1)OC)=S